OC1(CC(C1)N1C(N([C@H](C1)C#N)C1=CN=CC2=CC=CC=C12)=O)C(F)(F)F |r| racemic-1-(3-hydroxy-3-(trifluoromethyl)cyclobutyl)-3-(isoquinolin-4-yl)-2-oxoimidazoline-4-carbonitrile